6-Chloro-4-(3-cyano-2-methoxy-anilino)pyridine-3-carboxamide ClC1=CC(=C(C=N1)C(=O)N)NC1=C(C(=CC=C1)C#N)OC